NC1=C(C(=CC=C1)O)C=1C(=CC=CC1)O amino-biphenol